tert-butyl (1S,5S)-6-(4-(1,1-dioxidothiomorpholino)phenyl)-9,9-dimethyl-3,6-diazabicyclo[3.2.2]nonane-3-carboxylate O=S1(CCN(CC1)C1=CC=C(C=C1)N1[C@@H]2CN(C[C@H](C1)CC2(C)C)C(=O)OC(C)(C)C)=O